((3-(6-((1H-imidazol-1-yl)methyl)pyridin-3-yl)-5-isobutylthiophen-2-yl)sulfonyl)carbamate N1(C=NC=C1)CC1=CC=C(C=N1)C1=C(SC(=C1)CC(C)C)S(=O)(=O)NC([O-])=O